COC1=CC=C(C=C1)CN1CCC(C=2C(=CC=NC12)O)C 8-[(4-methoxyphenyl)methyl]-5-methyl-5,6,7,8-tetrahydro-1,8-naphthyridin-4-ol